(E)-3-(3-aminoprop-1-en-1-yl)-N-(2,6-dioxopiperidin-3-yl)-2-fluorobenzamide NC/C=C/C=1C(=C(C(=O)NC2C(NC(CC2)=O)=O)C=CC1)F